4-(3-bromo-5-fluoro-4-methoxyphenyl)-4-methylpiperidine BrC=1C=C(C=C(C1OC)F)C1(CCNCC1)C